1,1-bis(4-methoxyphenyl)-1,18-diphenyl-2,6,10,17-tetraoxaoctadecane COC1=CC=C(C=C1)C(OCCCOCCCOCCCCCCOCC1=CC=CC=C1)(C1=CC=CC=C1)C1=CC=C(C=C1)OC